FC(C1=CC(=NC(=C1)C(F)(F)F)N1[C@H](CCC1)C(=O)N(C)C1=CC=C(C=C1)F)(F)F (R)-1-(4,6-bis(trifluoromethyl)pyridin-2-yl)-N-(4-fluorophenyl)-N-methylpyrrolidine-2-carboxamide